9-((2R,4S,5R)-4-(benzyloxy)-5-((benzyloxy)methyl)-5-(methoxymethyl)tetrahydrofuran-2-yl)-2-fluoro-9H-purin-6-amine C(C1=CC=CC=C1)O[C@H]1C[C@@H](O[C@]1(COC)COCC1=CC=CC=C1)N1C2=NC(=NC(=C2N=C1)N)F